C(C)(C)(C)OC(N(CCOCCOCCOCCOCCOCCOCCO)C(=O)OC(C)(C)C)=O.C1(=CC=CC=C1)C1=CC=C(S1)C1=CC=C(C=C1)C=1SC(=CC1)C1=CC=CC=C1 1,4-bis(5-phenylthiophen-2-yl)benzene tert-butyl-N-tert-butoxycarbonyl-N-[2-[2-[2-[2-[2-[2-(2-hydroxyethoxy)ethoxy]ethoxy]ethoxy]ethoxy]ethoxy]ethyl]carbamate